BrC1=CC=C(C=C1)C=1OC(=CN1)CNC1=C2C(N(C(C2=CC=C1)=O)C1C(NC(CC1)=O)=O)=O (((2-(4-Bromophenyl)oxazole-5-yl)methyl)amino)-2-(2,6-dioxopiperidin-3-yl)isoindolin-1,3-dione